O=C[C@H](O)[C@@H](O)[C@H](O)[C@H](O)C(=O)[O-].[Na+].[Na+].[Na+].O=C[C@H](O)[C@@H](O)[C@H](O)[C@H](O)C(=O)[O-].O=C[C@H](O)[C@@H](O)[C@H](O)[C@H](O)C(=O)[O-] trisodium glucuronate